NC1C(C1)CNC(C1=C(C=C(C=C1)NC=1C=2N(C=CN1)C(=CN2)C=2C(=NN(C2)C(C)C#N)C(F)(F)F)CC)=O N-((2-aminocyclopropyl)methyl)-4-((3-(1-(1-cyanoethyl)-3-(trifluoromethyl)-1H-pyrazol-4-yl)imidazo[1,2-a]pyrazin-8-yl)amino)-2-ethylbenzamide